CC1=CC=C(C=N1)C=1C=2N(C=NC1)C=NN2 8-(6-methylpyridin-3-yl)-[1,2,4]triazolo[4,3-c]pyrimidin